2-(5-(2-(4-Fluoro-3-methylphenyl)pyridin-3-yl)-1H-indazol-1-yl)acetamide FC1=C(C=C(C=C1)C1=NC=CC=C1C=1C=C2C=NN(C2=CC1)CC(=O)N)C